3-((2-(2,6-dioxopiperidin-3-yl)-1,3-dioxoisoindolin-5-yl)amino)propanoic acid O=C1NC(CCC1N1C(C2=CC=C(C=C2C1=O)NCCC(=O)O)=O)=O